5-(benzyloxy)-2-[(p-toluenesulfonyloxy)methyl]-4H-pyran-4-one C(C1=CC=CC=C1)OC=1C(C=C(OC1)COS(=O)(=O)C1=CC=C(C)C=C1)=O